2-amino-3-(5-(azidomethyl)pyridin-2-yl)propanoic acid NC(C(=O)O)CC1=NC=C(C=C1)CN=[N+]=[N-]